FC1=NC=CC(=C1)B1OC(C(O1)(C)C)(C)C 2-fluoro-4-(4,4,5,5-tetramethyl-1,3,2-dioxaborolan-2-yl)pyridine